oleyl alcohol Erucate C(CCCCCCCCCCC\C=C/CCCCCCCC)(=O)OCCCCCCCC\C=C/CCCCCCCC